Benzyl ((4-(((S)-2-((R)-2-((4-chlorophenethyl)amino)-4-phenylbutanamido)propanamido)methyl)phenyl)(imino)methyl)carbamate ClC1=CC=C(CCN[C@@H](C(=O)N[C@H](C(=O)NCC2=CC=C(C=C2)C(=N)NC(OCC2=CC=CC=C2)=O)C)CCC2=CC=CC=C2)C=C1